N[C@H]1CN(C[C@H](C1)C)C1=CC=C(C=2N=CC=NC12)C#N 8-((3R,5S)-3-amino-5-methylpiperidin-1-yl)quinoxaline-5-nitrile